4-(4-fluorophenyl)-1-(4-(pyridin-3-yl)pyrimidin-2-yl)piperidin-4-ol FC1=CC=C(C=C1)C1(CCN(CC1)C1=NC=CC(=N1)C=1C=NC=CC1)O